ClC1=CC=C(C=C1)NC(COC1=C(C=C(C=C1)C(C(=O)NC1CCCCC1)=O)OC)=O 2-(4-(2-((4-chlorophenyl)amino)-2-oxoethoxy)-3-methoxyphenyl)-N-cyclohexyl-2-oxoacetamide